4-[[4-(1-heptyloxyl)-4-oxo-butyl]-(3-pyrrolidin-1-ylpropylsulfanylcarbonyl)amino]butyric acid C(CCCCCC)OC(CCCN(CCCC(=O)O)C(=O)SCCCN1CCCC1)=O